(4aR,8aS)-6-(3-(5-(3-(Trifluoromethyl)pyrrolidin-1-yl)pyridin-2-yl)azetidine-1-carbonyl)hexahydro-2H-pyrido[4,3-b][1,4]oxazin-3(4H)-one FC(C1CN(CC1)C=1C=CC(=NC1)C1CN(C1)C(=O)N1C[C@@H]2[C@@H](OCC(N2)=O)CC1)(F)F